CC1=C(C=CC=C1C)C1CCN(CC1)C(CN1N=C(C2=C1CCC2)C(=O)N2CCOCC2)=O 1-(4-(2,3-dimethylphenyl)piperidin-1-yl)-2-(3-(morpholine-4-carbonyl)-5,6-dihydrocyclopenta[c]pyrazol-1(4H)-yl)ethan-1-one